triphenyl-methyl-tetrakis(3,5-bistrifluoromethylphenyl)borate C1(=CC=CC=C1)C(C1=C(C=C(C=C1C(F)(F)F)C(F)(F)F)[B-](C1=CC(=CC(=C1)C(F)(F)F)C(F)(F)F)(C1=CC(=CC(=C1)C(F)(F)F)C(F)(F)F)C1=CC(=CC(=C1)C(F)(F)F)C(F)(F)F)(C1=CC=CC=C1)C1=CC=CC=C1